C(C)C=1C=C2C(CC(N(C2=CC1)S(=O)(=O)C(C1=C(C=CC=C1)OCC1CCOCC1)O)C)O ((6-Ethyl-4-hydroxy-2-methyl-3,4-dihydroquinolin-1(2H)-yl)sulfonyl)-2-((tetrahydro-2H-pyran-4-yl)methoxy)benzyl alcohol